ethyl-3-[1-(2-tert-butoxy-2-oxo-ethyl)-6,7-dichloro-indol-2-yl]prop-2-enoate C(C)OC(C=CC=1N(C2=C(C(=CC=C2C1)Cl)Cl)CC(=O)OC(C)(C)C)=O